NCC(=O)NCOCC(C(=O)OCC1=CC=CC=C1)(C)C benzyl 3-((2-aminoacetamido) methoxy)-2,2-dimethylpropanoate